C(C)N1C=C(N=CC1=O)CC(=O)N1[C@@H](C[C@H](C1)F)C(=O)N[C@@H](C1=CC=CC=C1)C1=NC(=C(C=C1)C(C)C)F (2S,4R)-1-[2-(4-ethyl-5-oxo-4,5-dihydropyrazin-2-yl)acetyl]-4-fluoro-N-[(S)-[6-fluoro-5-(propan-2-yl)pyridin-2-yl](phenyl)methyl]pyrrolidine-2-carboxamide